(S)-N-(3-(3-bromophenyl)-1-(methylamino)-1-oxopropan-2-yl)-1-(3-methoxybenzyl)-3-phenyl-1H-pyrazole-5-carboxamide BrC=1C=C(C=CC1)C[C@@H](C(=O)NC)NC(=O)C1=CC(=NN1CC1=CC(=CC=C1)OC)C1=CC=CC=C1